ClC1=NC(=CC(=C1C(=O)NC=1SC(=NN1)OC[C@H]1COCC1)C1=C(C=NC=C1OC)F)C chloro-3'-fluoro-5'-methoxy-6-methyl-N-(5-(((R)-tetrahydrofuran-3-yl)methoxy)-1,3,4-thiadiazol-2-yl)-(4,4'-bipyridine)-3-carboxamide